C(C)C=1N=C2N(C=C(N=C2)C2=CC(=CC=C2)C(C(F)(F)F)(F)F)C1C1=C(C=C(C=C1F)O)F 4-[2-ethyl-6-(3-pentafluoroethyl-phenyl)-imidazo[1,2-a]pyrazin-3-yl]-3,5-difluoro-phenol